NC[C@@]1([C@@H]2CCN(C[C@H]12)C1=CN=C2C(=N1)NN=C2C2=C1C=CC(NC1=CC=C2)=O)C2=C(C=CC=C2)F 5-(6-((1S,6R,7R)-7-(aminomethyl)-7-(2-fluorophenyl)-3-azabicyclo[4.1.0]heptan-3-yl)-1H-pyrazolo[3,4-b]pyrazin-3-yl)quinolin-2(1H)-one